(S)-3-((4-(dodecyloxy)-2,3-difluorophenyl)sulfonyl)-4-(4-(4-ethylpiperazin-1-yl)-[1,4'-bipiperidin]-1'-yl)-6-(methylsulfinyl)quinoline C(CCCCCCCCCCC)OC1=C(C(=C(C=C1)S(=O)(=O)C=1C=NC2=CC=C(C=C2C1N1CCC(CC1)N1CCC(CC1)N1CCN(CC1)CC)[S@@](=O)C)F)F